N-(5-bromo-1,3,4-thiadiazol-2-yl)-3-(5-fluoro-2-methoxyphenyl)isonicotinamide BrC1=NN=C(S1)NC(C1=C(C=NC=C1)C1=C(C=CC(=C1)F)OC)=O